(S)-2-[2-[(R)-2-methylmorpholine-4-carbonyl]-6-(3-methyl-1H-pyrrolo[2,3-b]pyridin-5-yl)-1,2,3,4-tetrahydroisoquinolin-8-yl]pyrrolidine-1-carboxylic acid tert-butyl ester C(C)(C)(C)OC(=O)N1[C@@H](CCC1)C=1C=C(C=C2CCN(CC12)C(=O)N1C[C@H](OCC1)C)C=1C=C2C(=NC1)NC=C2C